(+)-N-{3-[(1H-1,3-benzodiazol-2-yl)amino]-3-[3-(trifluoromethyl)phenyl]-propyl}-N-methylacetamide N1C(=NC2=C1C=CC=C2)NC(CCN(C(C)=O)C)C2=CC(=CC=C2)C(F)(F)F